COCCOCCOC(C(CC1=CSC=C1)N)=O 2-(2-methoxyethoxy)ethyl-2-amino-3-(thiophen-3-yl)propanoate